2-(5-bromoisothiazol-3-yl)isoindoline-1,3-dione BrC1=CC(=NS1)N1C(C2=CC=CC=C2C1=O)=O